BrC1=C(C=C(C(=O)N2CC=3N=C(N(C(C3CC2C)=O)C2=CC=C(C=C2)C(NC)=O)C2CN(CC2)C(=O)OC(C)(C)C)C=C1)C(F)(F)F t-butyl 3-(7-(4-bromo-3-(trifluoromethyl)benzoyl)-6-methyl-3-(4-(methylcarbamoyl)phenyl)-4-oxo-3,4,5,6,7,8-hexahydropyrido[3,4-d]pyrimidin-2-yl)pyrrolidine-1-carboxylate